(2-amino-[1,2,4]triazolo[1,5-a]pyridin-7-yl)-N-(3-(4-chlorophenyl)-2,2-difluoro-3-hydroxypropyl)-3,4-difluoro-2-methylbenzamide NC1=NN2C(C=C(C=C2)C=2C(=C(C(=C(C(=O)NCC(C(O)C3=CC=C(C=C3)Cl)(F)F)C2)C)F)F)=N1